C(C)(C)(C)C1N(C2CN(C1CC2)CC2=C(N=C1N2C=CC=C1)C=1C=NC(=CC1)C(C)C)C(=O)[O-] 3-tert.-Butyl-5-{[2-(6-isopropylpyridin-3-yl)imidazo[1,2-a]pyridin-3-yl]methyl}-2,5-diazabicyclo-[2.2.2]octan-2-carboxylat